tert-Butyl 2,2-dimethyl-4-[3-[(4-sulfamoyl-2-pyridyl)amino]propyl]pyrrolidine-1-carboxylate CC1(N(CC(C1)CCCNC1=NC=CC(=C1)S(N)(=O)=O)C(=O)OC(C)(C)C)C